HYDROCINNAMALDEHYDE C(CCC1=CC=CC=C1)=O